COC1=NC=CC2=C1C=C(N2)C(=O)N 4-methoxy-1H-pyrrolo[3,2-c]pyridine-2-carboxamide